ClC1=C(C=C(C=C1)F)C1NC(C2=C1C(=CC=1C=CN=CC21)NC(C2=CC(=CC(=C2)F)C(F)(F)F)=O)=O N-[3-(2-chloro-5-fluorophenyl)-1-oxo-2,3-dihydro-1H-pyrrolo[4,3-h]isoquinolin-4-yl]-5-fluoro-3-(trifluoromethyl)benzamide